[Cl-].[Na+].C(C)(C)(C)C1=CC(=NC=C1)NC1=CC=C(C(=N1)C(=O)N1[C@H](CCC(C1)(F)F)CNC(C)=O)C (R)-N-((1-(6-((4-(tert-butyl)pyridin-2-yl)amino)-3-methylpyridine-2-carbonyl)-5,5-difluoropiperidin-2-yl)methyl)acetamide sodium chloride